[N+](=O)([O-])C=1C=C(C=CC1)C=C1N=C(OC1=O)C1=CC(=CC=C1)C(F)(F)F 4-[(3-nitrophenyl)methylene]-2-[3-(trifluoromethyl)phenyl]oxazol-5-one